COCCNCCCCC1=NC=2NCCCC2C=C1 N-(2-methoxyethyl)-4-(5,6,7,8-tetrahydro-1,8-naphthyridin-2-yl)butan-1-amine